CNC(=O)C1=NC(=NC=C1)C(F)(F)F N-methyl-2-(trifluoromethyl)pyrimidine-4-carboxamide